C(C)(C)(C)C1=CC=C(C=C1)C=1C=C2C=NNC2=CC1 5-(4-tert-butylphenyl)-1H-indazole